C(CC)(=O)OCCC(F)F 3,3-difluoropropyl propionate